bisphenol A disodium phenolate C1(=CC=CC=C1)[O-].[Na+].[Na+].OC1=CC=C(C=C1)C(C)(C)C1=CC=C(C=C1)O.C1(=CC=CC=C1)[O-]